1-butyl-3-methylsilylimidazolium C(CCC)N1C=[N+](C=C1)[SiH2]C